2-diisopropylaminoethanol C(C)(C)N(CCO)C(C)C